BrC=1C=C(C=C(C1C(F)(F)F)Cl)B1OC(C(O1)(C)C)(C)C 2-[3-bromo-5-chloro-4-(trifluoromethyl)phenyl]-4,4,5,5-tetramethyl-1,3,2-dioxaborolane